BrC1=CC=CC(=N1)C(=O)NC1=C(C=C(C=C1)NC1=NC(=NC=C1Br)N1CCNCC1)OC 6-bromo-N-(4-((5-bromo-2-(piperazin-1-yl)pyrimidin-4-yl)amino)-2-methoxyphenyl)picolinamide